tert-butyl (R)-2-(5-((1-(2'-fluoro-[1,1'-biphenyl]-4-yl)ethyl)amino)-2-(methylthio)-6-oxopyrimidin-1(6H)-yl)acetate FC1=C(C=CC=C1)C1=CC=C(C=C1)[C@@H](C)NC1=CN=C(N(C1=O)CC(=O)OC(C)(C)C)SC